N1[C@@H](CCC1)C(=O)OC(C)(C)C |r| (rac)-tert-butyl prolinate